indenonorbornene C12C3=C(C(CC1)C2)CC2=CC=CC=C23